2-[3-[(3,4-dihydro-3-methyl-1(2H)-quinolinyl)carbonyl]phenyl]-3-isothiazolidinone 1,1-dioxide CC1CN(C2=CC=CC=C2C1)C(=O)C=1C=C(C=CC1)N1S(CCC1=O)(=O)=O